3'-O-(4,4-dimethoxytrityloxy)-N6-benzoyl-2'-O-methyladenosine COC1(CC=C(C(C2=CC=CC=C2)(C2=CC=CC=C2)OO[C@H]2[C@H]([C@@H](O[C@@H]2CO)N2C=NC=3C(NC(C4=CC=CC=C4)=O)=NC=NC23)OC)C=C1)OC